Racemic-(R)-1-(1H-indazol-6-yl)spiro[2.2]pentane-1-carbonitrile N1N=CC2=CC=C(C=C12)[C@]1(CC12CC2)C#N |r|